CN1C=NC2=C1C=C(C(=C2)B2OC(C(O2)(C)C)(C)C)C(F)(F)F 1-methyl-5-(4,4,5,5-tetramethyl-1,3,2-dioxaborolan-2-yl)-6-(trifluoromethyl)-1H-benzo[d]imidazole